FC1(OC2=C(O1)C=CC(=C2)[C@H](C)OC=2C=C(C=CC2F)N2N=C(C=1CCC[C@@H](C21)OC2=CC=C(C(=O)OC)C=C2)C(F)(F)F)F methyl 4-[[(7S)-1-[3-[(1S)-1-(2,2-difluoro-1,3-benzodioxol-5-yl)ethoxy]-4-fluoro-phenyl]-3-(trifluoromethyl)-4,5,6,7-tetrahydroindazol-7-yl]oxy]benzoate